ClC=1C2=CN(N=C2C=CC1C1=CNC2=C1C=1N(C(=N2)N2CCC3(CNC3)CC2)C=CN1)C 9-(4-chloro-2-methyl-2H-indazol-5-yl)-5-(2,7-diazaspiro[3.5]nonan-7-yl)-7H-imidazo[1,2-c]pyrrolo[3,2-e]pyrimidine